2-(t-butoxycarbonyl)-1-(di(t-butoxycarbonyl)amino)cyclopropane-1-carboxylic acid C(C)(C)(C)OC(=O)C1C(C1)(C(=O)O)N(C(=O)OC(C)(C)C)C(=O)OC(C)(C)C